FC1(CCN(CC1)CC1=CC2=CC=CC=C2C=C1)F 4,4-difluoro-1-(naphthalen-2-yl-methyl)piperidine